4-carboxybiphenyl C(=O)(O)C1=CC=C(C=C1)C1=CC=CC=C1